m-xylenebisstearamide C=1(C(=C(C(=CC1)CCCCCCCCCCCCCCCCCC(=O)N)C)CCCCCCCCCCCCCCCCCC(=O)N)C